bromoindole-3-carbaldehyde BrC=1NC2=CC=CC=C2C1C=O